4-Amino-7-bromo-1-(6-chloropyridin-3-yl)-2-oxo-1,2-dihydro-1,8-naphthyridine-3-carboxylic acid methyl ester COC(=O)C=1C(N(C2=NC(=CC=C2C1N)Br)C=1C=NC(=CC1)Cl)=O